C(C=1C(O)=CC=CC1)(=O)OCCOC(C)C Isopropoxyethyl salicylate